2-[(E)-2-(aminomethyl)-3-fluoro-allyl]-4-[6-[2-(6-morpholino-3-pyridyl)ethynyl]-2-pyridyl]-1,2,4-triazol-3-one NC/C(/CN1N=CN(C1=O)C1=NC(=CC=C1)C#CC=1C=NC(=CC1)N1CCOCC1)=C\F